1-{[1-(4-Methoxyphenyl)cyclopentyl]carbonyl}-N-naphthalen-1-yl-D-prolinamide COC1=CC=C(C=C1)C1(CCCC1)C(=O)N1[C@H](CCC1)C(=O)NC1=CC=CC2=CC=CC=C12